4-((1r,3r)-3-amino-2,2,4,4-tetramethylcyclobutoxy)-2-methoxybenzonitrile hydrochloride Cl.NC1C(C(C1(C)C)OC1=CC(=C(C#N)C=C1)OC)(C)C